N1C[C@H](CCC1)NC1=NC=C(C(=N1)C1=CNC2=CC(=CC=C12)C=O)C(F)(F)F [3-[2-[[(3S)-3-piperidyl]amino]-5-(trifluoromethyl)pyrimidin-4-yl]-1H-indol-6-yl]methanone